OC1CCN(CC1)C(=O)OC(C)(C)C tert-butyl 4-hydroxy-1-piperidinecarboxylate